NC=1N=CC2=CC(=CC(=C2C1)NC1CCC(CC1)O)C1=C(C=CC=C1C)F 4-[[3-amino-7-(2-fluoro-6-methyl-phenyl)-5-isoquinolyl]amino]cyclohexanol